6-methoxy-8-methyl-9H-pyrimido[4,5-b]indol-4-amine COC=1C=C2C3=C(NC2=C(C1)C)N=CN=C3N